N-(1-oxidopyridin-1-ium-3-yl)-8-[2-(2,2,2-trifluoroethoxy)phenyl]imidazo[1,2-a]pyridine-2-carboxamide [O-][N+]1=CC(=CC=C1)NC(=O)C=1N=C2N(C=CC=C2C2=C(C=CC=C2)OCC(F)(F)F)C1